FC(C1N(CC=C(CC1)C1=C(C(=CC=2CCOC21)NC2=NC(=CC(=N2)C)NC)F)C(=O)OC(C)(C)C)F tert-butyl 2-(difluoromethyl)-5-[6-fluoro-5-[[4-methyl-6-(methylamino) pyrimidin-2-yl] amino]-2,3-dihydrobenzofuran-7-yl]-2,3,4,7-tetrahydroazepine-1-carboxylate